ClC=1C=C2C(=CNC(C2=CN1)=O)C1=NC=CC=C1OC 6-chloro-4-(3-methoxypyridin-2-yl)-2,7-naphthyridin-1(2H)-one